[2H]C([2H])([2H])C1=CC(=CC(=C1)B(O)O)OC([2H])([2H])[2H] (3-METHYL-5-METHOXY-D6)-PHENYLBORONIC ACID